C(C)C1C(C1C=1C=NN(C1)C)C(=O)NC=1N=CC2=CC(=C(C=C2C1)C1CCN(CC1)[C@]1(COC[C@H]1F)C)C 2-ethyl-N-(6-(1-((3S,4S)-4-fluoro-3-methyltetrahydrofuran-3-yl)piperidin-4-yl)-7-methylisoquinolin-3-yl)-3-(1-methyl-1H-pyrazol-4-yl)cyclopropane-1-carboxamide